tert-butyl N-[4-chloro-3-[[3-methyl-5-(1-phenylpyrazol-4-yl)-2-pyridyl]carbamoyl]phenyl]carbamate ClC1=C(C=C(C=C1)NC(OC(C)(C)C)=O)C(NC1=NC=C(C=C1C)C=1C=NN(C1)C1=CC=CC=C1)=O